C(C)[C@@H]1N(CCC(C1)C)C=1C=CC(=C(C(=O)N)C1)[N+](=O)[O-] (S)-5-(2-ethyl-4-methylpiperidin-1-yl)-2-nitrobenzamide